(2R,8S)-8-((5-Amino-6-(methoxycarbonyl)-3-(trifluoromethyl)pyridin-2-yl)oxy)-2-hydroxy-2-(trifluoromethyl)nonanoic acid NC=1C=C(C(=NC1C(=O)OC)O[C@H](CCCCC[C@@](C(=O)O)(C(F)(F)F)O)C)C(F)(F)F